COC1=CC=C(C=C1)CN1C=2[C@H]3C([C@@H](CC2C(C(C1=O)C)=O)C3)(C)C (1R,9R)-3-[(4-methoxyphenyl)methyl]-5,10,10-trimethyl-3-azatricyclo[7.1.1.02,7]undec-2(7)-ene-4,6-dione